C1(CCCCC1)C=1SC=CC1 Cyclohexylthiole